N-Boc-L-valine p-bromobenzyl ester BrC1=CC=C(COC([C@@H](NC(=O)OC(C)(C)C)C(C)C)=O)C=C1